BrC=1C=C(C=C(C1OCCO)Br)S(=O)(=O)C1=CC(=C(C(=C1)Br)OCCO)Br bis[3,5-dibromo-4-(2-hydroxyethoxy) phenyl] sulfone